ClC1=NC=CC(=C1)C=1N=C(SC1CO)NC1=CC(=C(C=C1)S(=O)(=O)C)C(F)(F)F (4-(2-Chloropyridin-4-yl)-2-((4-(methylsulfonyl)-3-(trifluoromethyl)phenyl)amino)thiazol-5-yl)methanol